2-Oxo-2-[rac-(2R,5S)-2-[4-[2-(dimethylamino)ethyl]phenyl]-5-methyl-1-piperidyl]acetamide O=C(C(=O)N)N1[C@H](CC[C@@H](C1)C)C1=CC=C(C=C1)CCN(C)C |r|